2-bromoindolizine-7-carboxamide BrC=1C=C2C=C(C=CN2C1)C(=O)N